NC=1C2=C(N=CN1)N(C=C2C=2CCN(CC2)C)[C@H]2[C@@H]([C@@H]([C@H](C2)CNCCCNCCC2=CC=CC=C2)O)O (1R,2S,3R,5R)-3-[4-amino-5-(1-methyl-3,6-dihydro-2H-pyridin-4-yl)pyrrolo[2,3-d]pyrimidin-7-yl]-5-[({3-[(2-phenylethyl)amino]propyl}amino)methyl]cyclopentane-1,2-diol